C12C=CC(C3=CC(=CC=C13)C=1CCC(N1)C(=O)OC)O2 methyl 5-(1,4-dihydro-1,4-epoxynaphthalen-6-yl)-3,4-dihydro-2H-pyrrole-2-carboxylate